NC1=C(C(=CC=C1)O)C Amino-o-cresol